2-(1-(2-fluorobenzyl)-5-(isoxazol-3-yl)-1H-pyrazol-3-yl)-5-methoxypyrimidin-4-ol FC1=C(CN2N=C(C=C2C2=NOC=C2)C2=NC=C(C(=N2)O)OC)C=CC=C1